Cl.N1(C2C(CC1)NCC2)C(=O)C2CN(CC2)C2=CC(=CC=C2)C(F)(F)F 3-{octahydropyrrolo[3,2-b]pyrrole-1-carbonyl}-1-[3-(trifluoromethyl)phenyl]pyrrolidine hydrochloride